ClC=1C=CC(=C(C[C@H]2CN\C(\CN(C2=O)C(=O)N[C@H](CCC)C2=CC=C(C(=O)O)C=C2)=N/OCC)C1)OC 4-[(1R)-1-({[(3Z,6S)-6-(5-chloro-2-methoxybenzyl)-3-(ethoxyimino)-7-oxo-1,4-diazepan-1-yl]carbonyl}amino)butyl]benzoic acid